OC1=C2C(C=C(OC2=CC(=C1)C1=NC=NC=C1)C1=CC=CC=C1)=O 5-hydroxy-2-phenyl-7-(pyrimidin-4-yl)-4H-chromen-4-one